COC(=O)N1[C@H](CCC2=C3C(=CC=C12)N(C(=N3)[C@@H](C3=CC=CC=C3)O)[C@H]3C[C@@H](CCC3)C(=O)OC)C (7S)-2-[(R)-hydroxy(phenyl)methyl]-3-[(1R,3R)-3-(methoxycarbonyl)cyclohexyl]-7-methyl-3H,6H,7H,8H,9H-imidazo[4,5-f]quinoline-6-carboxylic acid methyl ester